C(C)OC(=O)C1NNCCC1 1,2-diazacyclohexane-3-carboxylic acid ethyl ester